1,3-dihydroxypropane-2-yl-13-methyl-tetradecanoic acid OCC(CO)C(C(=O)O)CCCCCCCCCCC(C)C